6-hydroxy-1,1-dimethyl-3-oxo-2H-xanthene-4-sulfonate Sodium Salt [Na+].OC=1C=C2OC3=C(C(CC(C3=CC2=CC1)(C)C)=O)S(=O)(=O)[O-]